copper disodium salt [Na].[Na].[Cu]